(S)-N-(4-Cyanobenzyl)-6-((1-((1-(1,2-dihydroxyethyl)cyclopropyl)sulfonyl)cyclopropyl)methyl)-1-methyl-7-oxo-4,5,6,7-tetrahydro-1H-pyrazolo[3,4-c]pyridine-3-carboxamide C(#N)C1=CC=C(CNC(=O)C2=NN(C=3C(N(CCC32)CC3(CC3)S(=O)(=O)C3(CC3)[C@H](CO)O)=O)C)C=C1